ClC=1C=C(C=CC1C(F)(F)F)N1CC2=CC(=CC=C2CC1)C(F)(F)F N-(3-Chloro-4-(trifluoromethyl)phenyl)-7-(trifluoromethyl)-3,4-dihydroisoquinoline